t-butyl 2-chloro-6-(3-nitrophenyl)isonicotinate ClC=1C=C(C(=O)OC(C)(C)C)C=C(N1)C1=CC(=CC=C1)[N+](=O)[O-]